6-amino-2-(2-ethoxyethyl)-4-methyl-7,8-dihydro-4H-pyrazolo[1,5-a][1,3]diazepin-5(6H)-one NC1C(N(C=2N(CC1)N=C(C2)CCOCC)C)=O